ClC=1C=NC(=NC1)C1CCN(CC1)C=1N=C(C2=C(N1)CCCS2(=O)=O)NC2=CC(=C(C(=C2)F)CC(=O)OCC)F ethyl 2-(4-((2-(4-(5-chloropyrimidin-2-yl)piperidin-1-yl)-5,5-dioxo-7,8-dihydro-6H-thiopyrano[3,2-d]pyrimidin-4-yl)amino)-2,6-difluorophenyl)acetate